C(CCC(=O)O)(=O)O.C(CC)(=O)C(CC(=O)O)C(CC)=O.C(CC)(=O)C(CC(=O)O)C(CC)=O di(3-propionyl-4-oxo-hexanoic acid) 1,4-butanediate